NC1=C(C=C(C=N1)C=1C=NN(C1)C1CCN(CC1)CC1=CC(=C(C=C1)C1C(NC(CC1)=O)=O)F)O[C@H](C)C1=C(C(=CC=C1Cl)F)Cl 3-(4-((4-(4-(6-amino-5-((R)-1-(2,6-dichloro-3-fluorophenyl)ethoxy)pyridin-3-yl)-1H-pyrazol-1-yl)piperidin-1-yl)methyl)-2-fluorophenyl)piperidine-2,6-dione